FC(S(=O)(=O)[O-])(S(=O)(=O)[O-])F.C1(=CC=CC=C1)[S+](C1=CC=CC=C1)C1=CC=CC=C1.C1(=CC=CC=C1)[S+](C1=CC=CC=C1)C1=CC=CC=C1 triphenyl-sulfonium perfluoromethanedisulfonate